5-(bromomethyl)-N-(4-chloro-2-fluoro-phenyl)-4-methyl-pyridin-3-amine BrCC=1C(=C(C=NC1)NC1=C(C=C(C=C1)Cl)F)C